C(C)C1CC(CC1)CC1=CNC=2N=CN=C(C21)N[C@@H]2CC[C@@H](N(C2)C(C=C)=O)C 1-((2s,5r)-5-((5-((3-ethylcyclopentyl)methyl)-7H-pyrrolo[2,3-d]pyrimidin-4-yl)amino)-2-methylpiperidin-1-yl)prop-2-en-1-one